3-isopropylaziridine-2-carboxylate C(C)(C)C1C(N1)C(=O)[O-]